dimethyl-6-oxopyridine-3-carboxamide CC=1C(=C(NC(C1)=O)C)C(=O)N